C(C)(=O)OCCOC.[Hg] hydrargyrum methoxyethyl acetate